CC1(C=C(CCC1)C1(OCC(CO1)(C)C)C)C 2-(3,3-dimethyl-1-cyclohexen-1-yl)-2,5,5-trimethyl-1,3-dioxane